N-(6-(4-chlorophenyl)-1-(4-(trifluoromethyl)phenyl)-1H-pyrazolo[3,4-d]pyrimidin-4-yl)-5-nitrothiophene-2-carboxamide ClC1=CC=C(C=C1)C1=NC(=C2C(=N1)N(N=C2)C2=CC=C(C=C2)C(F)(F)F)NC(=O)C=2SC(=CC2)[N+](=O)[O-]